4-(6-aminopyridin-2-yl)-1-methylpiperidin-4-ol NC1=CC=CC(=N1)C1(CCN(CC1)C)O